NC1=CC(=C(OC2=CC(=NC=C2)NC(=O)C2CC2)C=C1)F N-[4-(4-amino-2-fluorophenoxy)pyridin-2-yl]Cyclopropyl-carboxamide